(R)-N-((R)-1-(2-Chloro-4-fluorophenyl)ethyl)-4-(3-fluoropyridin-4-yl)-2-methylpiperazine-1-carboxamide ClC1=C(C=CC(=C1)F)[C@@H](C)NC(=O)N1[C@@H](CN(CC1)C1=C(C=NC=C1)F)C